8-chloro-5-(2-morpholinoethoxy)-N-(2-morpholinoethyl)-N-(4-(trifluoromethoxy)phenyl)quinolin-2-amine ClC=1C=CC(=C2C=CC(=NC12)N(C1=CC=C(C=C1)OC(F)(F)F)CCN1CCOCC1)OCCN1CCOCC1